The molecule is a hexenal that is (3E)-hex-3-enal substituted by methyl groups at positions 2, 3 and 6. Metabolite observed in cancer metabolism. It has a role as a human metabolite. CC/C(=C(\\C)/C(C)C=O)/C